2-imidazo[1,2-a]pyridin-3-yl-N-[4-[3-(2-pyridyl)-1H-pyrrolo[3,2-b]pyridin-2-yl]-2-pyridyl]acetamide N=1C=C(N2C1C=CC=C2)CC(=O)NC2=NC=CC(=C2)C2=C(C1=NC=CC=C1N2)C2=NC=CC=C2